C(C)(=O)OC(CCCCCCCCCC)CCC (Z)-11-tetradecanyl acetate